OC1=NC=NC=C1N1N=C2C=3C=CN=C(CCCCC(C(NC2=C1)=O)C)C3 4-(4-hydroxypyrimidin-5-yl)-9-methyl-3,4,7,15-tetraazatricyclo[12.3.1.02,6]Octadecan-1(18),2,5,14,16-pentaen-8-one